BrC=1C=CC(=C(C#N)C1)N1CCC2(CN(C2)S(=O)(=O)C)CC1 5-bromo-2-(2-(methylsulfonyl)-2,7-diazaspiro[3.5]nonan-7-yl)benzonitrile